C1CC=CC2=CC=CC=C12 2H-naphthalen